4,4-dimethyl-2''-oxodispiro[cyclohexane-1,2'-pyrrolidine-3',3''-indoline]-5'-carboxamide CC1(CCC2(NC(CC23C(NC2=CC=CC=C32)=O)C(=O)N)CC1)C